(1s,2s,3s,6r,7s)-4-(tert-butoxycarbonyl)-9-methylene-4-azatricyclo[5.2.1.0{2,6}]decane-3-carboxylic acid C(C)(C)(C)OC(=O)N1[C@@H]([C@H]2[C@H]3C(C[C@@H]([C@H]2C1)C3)=C)C(=O)O